COC1=CC=C(C=C1)\N=C\C=1C=C(C(=CC1)O)O (E)-4-((4-methoxyphenylimino)methyl)benzene-1,2-diol